2-(2,6-dioxopiperidine-3-yl)-5,6-difluoroisoindole-1,3-dione O=C1NC(CCC1N1C(C2=CC(=C(C=C2C1=O)F)F)=O)=O